(3-(6-acetyl-3,4-dihydroquinolin-1(2H)-yl)-1,2,4-oxadiazol-5-yl)-2-isopropoxybenzonitrile C(C)(=O)C=1C=C2CCCN(C2=CC1)C1=NOC(=N1)C=1C(=C(C#N)C=CC1)OC(C)C